2,4,6-triallyloxy-1,3,5-triazine 3-mercaptopropionate SCCC(=O)O.C(C=C)OC1=NC(=NC(=N1)OCC=C)OCC=C